ClC=1C=C(C(=O)O)C=C(C1)[S@](=O)(=N)C(F)F (R)-3-chloro-5-(S-(difluoromethyl)sulfonimidoyl)benzoic acid